C(C=C)(=O)N1CCN(CC1)C1=CC(N(C2=CC(=C(C=C12)F)C1=C(C=C(C=C1)OC)F)C1=C(C=CC=C1C)C)=O 4-(4-Acryloylpiperazin-1-yl)-1-(2,6-dimethylphenyl)-6-fluoro-7-(2-fluoro-4-methoxybenzeneyl)quinolin-2(1H)-one